N1=NN=CC=2CN(CCCC21)C(=O)[O-] 8,9-dihydro-5H-[1,2,3]triazino[5,4-c]azepine-6(7H)-carboxylate